methyl (1r,4r)-4-(3-chloroanilino)-2'-(3-hydroxy-2,2-dimethylpropyl)spiro[cyclohexane-1,1'-indene]-4-carboxylate ClC=1C=C(NC2(CCC3(C(=CC4=CC=CC=C34)CC(CO)(C)C)CC2)C(=O)OC)C=CC1